FC(C1CN(CCN1)C1=CC=CC(=N1)C1=NC2=CC(=NC=C2C=C1)CNC(C1=CC(=C(C=C1)C)S(=O)(=O)C)=O)F N-((2-(6-(3-(difluoromethyl)piperazin-1-yl)pyridin-2-yl)-1,6-naphthyridin-7-yl)methyl)-4-methyl-3-(methylsulfonyl)benzamide